N-(5-(2-methyl-5-(((2R,3R)-2-methylazetidin-3-yl)oxy)pyridin-4-yl)pyrazolo[1,5-a]pyridin-2-yl)cyclopropanecarboxamide CC1=NC=C(C(=C1)C1=CC=2N(C=C1)N=C(C2)NC(=O)C2CC2)O[C@H]2[C@H](NC2)C